C(C)(C)N1CCN(C2=CC=CC=C12)C(CN1CCN(CC1)C)=O 1-(4-isopropyl-3,4-dihydroquinoxalin-1(2H)-yl)-2-(4-methylpiperazin-1-yl)ethan-1-one